C(C1=CC=CC=C1)C(C(=O)C1=CC=C(C=C1)N1CCOCC1)(CC)N(C)C 2-benzyl-dimethylamino-1-(4-morpholinophenyl)-butan-1-one